FC(C(=O)O)(F)F.N1CC(C1)C1=C(C=2N=C(N=C(C2S1)NCC=1OC=CC1)Cl)C 6-(azetidin-3-yl)-2-chloro-N-[(furan-2-yl)methyl]-7-methylthieno[3,2-d]pyrimidin-4-amine trifluoroacetate